1-methyl-4-{4-[(4-methylphenyl)methoxy]piperidin-1-yl}-2-oxo-1,2-dihydroquinoline-3-carbonitrile CN1C(C(=C(C2=CC=CC=C12)N1CCC(CC1)OCC1=CC=C(C=C1)C)C#N)=O